ClC=1C(=C(C(=CC1)C(F)F)C1=CN=C(C(=N1)C(=O)O)CC)F 6-(3-Chloro-6-(difluoro-methyl)-2-fluorophenyl)-3-ethylpyrazine-2-carboxylic acid